1-(benzo[d]thiazol-6-yl)-5,7-dichloropyrido[4,3-d]pyrimidine-2,4(1H,3H)-dione S1C=NC2=C1C=C(C=C2)N2C(NC(C1=C2C=C(N=C1Cl)Cl)=O)=O